1-Isopropyl-5-(2-methoxyphenyl)-3,3,7-trimethyloctahydrobenzo[c]isoxazol C(C)(C)N1OC(C2C1C(CC(C2)C2=C(C=CC=C2)OC)C)(C)C